2-(4-(3-isopropyl-2-(8-methyltetrazolo[1,5-a]pyridin-6-yl)-1H-indol-5-yl)piperidin-1-yl)acetamide C(C)(C)C1=C(NC2=CC=C(C=C12)C1CCN(CC1)CC(=O)N)C=1C=C(C=2N(C1)N=NN2)C